[Si](C)(C)(C(C)(C)C)N=S(=O)(N)C1=NN(C(=C1)C(C)(C)O)C N'-(tert-butyldimethylsilyl)-5-(2-hydroxypropan-2-yl)-1-methyl-1H-pyrazole-3-sulfonimidamide